((R)-2,3-dihydroxypropoxy)-3,4-difluoro-2-(2-fluoro-4-iodo-phenylamino)-benzamide O[C@@H](COC=1C(=C(C(=C(C(=O)N)C1)NC1=C(C=C(C=C1)I)F)F)F)CO